N-(2-(anti-4,4-difluoro-2-methylcyclohexyl)-4-(2,5-difluorophenyl)pyridin-3-yl)-2-methoxypyrimidine-5-carboxamide FC1(CC(C(CC1)C1=NC=CC(=C1NC(=O)C=1C=NC(=NC1)OC)C1=C(C=CC(=C1)F)F)C)F